5-methoxyphenoxy-butyric acid COC=1C=CC=C(OC(C(=O)O)CC)C1